ClC=1C(=C(C=2C(=C(SN2)N2CC(N(CC2)C(C=C)=O)C(=O)N)C1)F)C1=CC(=CC2=CC=CC=C12)O 4-(5-chloro-7-fluoro-6-(3-hydroxy-1-naphthalenyl)-2,1-benzothiazol-3-yl)-1-(2-propenoyl)-2-piperazine-carboxamide